5-(4-amino-1-methyl-1H-pyrrole-2-carboxamido)-benzo[b]Thiophene-2-carboxylic acid methyl ester Hydrochloride Cl.COC(=O)C1=CC2=C(S1)C=CC(=C2)NC(=O)C=2N(C=C(C2)N)C